N-[1-(2,3-dihydro-1-benzofuran-4-yl)ethyl]-6,7-dimethoxy-2-methylquinazolin-4-amine O1CCC2=C1C=CC=C2C(C)NC2=NC(=NC1=CC(=C(C=C21)OC)OC)C